Cl.CNC(=O)NCC1CCNCC1 1-methyl-3-(piperidin-4-ylmethyl)urea hydrochloride